C(C)(C)(C)OC(=O)N1CCC2=CC=C(C=C12)NC=1N=CC2=C(N1)N(C(C(=C2)N2CCN(C1=C(C=CC=C21)C)C(=O)OCC2=CC=CC=C2)=O)CCOCCOS(=O)(=O)C2=CC=C(C=C2)C benzyl 4-[2-[(1-tert-butoxycarbonylindolin-6-yl)amino]-7-oxo-8-[2-[2-(p-tolylsulfonyloxy)ethoxy]ethyl]pyrido[2,3-d]pyrimidin-6-yl]-8-methyl-2,3-dihydroquinoxaline-1-carboxylate